N1(CCC1)CC1=CC=C(C=C1)C=1OC2=C(C(=C(C=C2C(C1)=O)Cl)OC)C1=CC=NN1C 2-(4-(azetidin-1-ylmethyl)phenyl)-6-chloro-7-methoxy-8-(1-methyl-1H-pyrazol-5-yl)-4H-chromen-4-one